2-Amino-1-[(2S)-2-pyrrolidinylcarbonyl]cyclopentanecarboxylic acid NC1C(CCC1)(C(=O)O)C(=O)[C@H]1NCCC1